1,2-divinyl-perfluoroethane C(=C)C(C(C=C)(F)F)(F)F